[N+](=O)([O-])C=1C=CC(=C(C(=O)NC2=NN(C3=CC=CC=C23)CC(F)(F)F)C1)N1CCCCC1 5-nitro-2-(piperidin-1-yl)-N-(1-(2,2,2-trifluoroethyl)-1H-indazol-3-yl)benzamide